FC([C@@H]([C@]1(CN(CC1)C(C)(C)C=1C=NC(=CC1)C)CCC=1SC(=CC1)F)NC(OC1=CC=CC=C1)=O)(F)F |o1:3| phenyl ((R)-2,2,2-trifluoro-1-((R or S)-3-(2-(5-fluorothiophen-2-yl)ethyl)-1-(2-(6-methylpyridin-3-yl)propan-2-yl)pyrrolidin-3-yl)ethyl)carbamate